5-ethyl-6-fluoro-4-(8-fluoro-2-((2-methylenetetrahydro-1H-pyrrolizin-7a(5H)-yl)methoxy)-4-(1-oxa-6-azaspiro[3.5]nonan-6-yl)pyrido[4,3-d]pyrimidin-7-yl)naphthalen-2-ol C(C)C1=C2C(=CC(=CC2=CC=C1F)O)C1=C(C=2N=C(N=C(C2C=N1)N1CC2(CCO2)CCC1)OCC12CCCN2CC(C1)=C)F